OC1(CC(=C(O1)C1=CC=C(C=C1)C(C)(C)C)C#N)C(F)(F)F 5-hydroxy-2-(4-tert-butylphenyl)-5-(trifluoromethyl)-4,5-dihydrofuran-3-carbonitrile